tris(4-hydroxybenzenesulfonic acid) trisodium salt [Na+].[Na+].[Na+].OC1=CC=C(C=C1)S(=O)(=O)[O-].OC1=CC=C(C=C1)S(=O)(=O)[O-].OC1=CC=C(C=C1)S(=O)(=O)[O-]